5-bromo-2-(methylsulfamoylmethyl)pyrazole-3-carboxylic acid methyl ester COC(=O)C=1N(N=C(C1)Br)CS(NC)(=O)=O